NC=1NC(=NN1)C1=C(C=CC(=N1)C=1C(=NC=CC1)OCC)N1[C@@H](CN(CC1)C(=O)C1=C(C=C(C=C1)F)Cl)CC (R)-(4-(6-(5-amino-4H-1,2,4-triazol-3-yl)-2'-ethoxy-[2,3'-bipyridin]-5-yl)-3-ethylpiperazin-1-yl)(2-chloro-4-fluorophenyl)methanone